4,5-dicarboxyl-1H-1,2,3-triazole C(=O)(O)C=1N=NNC1C(=O)O